FC1=CC(=C(C(=O)OC)C=C1C(F)(F)F)NC1=C(C=C(C=C1)F)C methyl 4-fluoro-2-((4-fluoro-2-methylphenyl)-amino)-5-(tri-fluoromethyl)-benzoate